(S)-2-(4-(2-(4-(methylsulfinyl)phenyl)furo[3,2-b]pyridin-7-yl)pyridin-2-yl)propan-2-ol C[S@](=O)C1=CC=C(C=C1)C1=CC2=NC=CC(=C2O1)C1=CC(=NC=C1)C(C)(C)O